4-chloro-3-(N-(3-(4-hydroxybenzyl)-5-nitrophenyl)sulfamoyl)benzoat ClC1=C(C=C(C(=O)[O-])C=C1)S(NC1=CC(=CC(=C1)[N+](=O)[O-])CC1=CC=C(C=C1)O)(=O)=O